O1CC(C1)NC1=NC(=NC(=N1)NC1=CC(=NC=C1)C(F)(F)F)C1=NC(=CC=C1)C(F)(F)F N2-(oxetan-3-yl)-6-(6-(trifluoromethyl)pyridin-2-yl)-N4-(2-(trifluoromethyl)pyridin-4-yl)-1,3,5-triazine-2,4-diamine